CCCCC(CCCCCCCCC(CCCCC)O)O nonadecane-5,14-diol